OCCN1CCNCCC1 N-β-hydroxyethylhomopiperazine